(4-(benzylamino)isoindolin-2-yl)(2,4-dihydroxy-5-methylphenyl)methanone C(C1=CC=CC=C1)NC1=C2CN(CC2=CC=C1)C(=O)C1=C(C=C(C(=C1)C)O)O